1-isopropyl-4-(hydroxymethyl)pyrazine C(C)(C)N1C=CN(C=C1)CO